C(C=C)(=O)NC(C(=O)O)C acrylamidopropanoic acid